2,6-diazaspiro[3.4]octan-6-yl-[4-[[3-(3-fluoro-4-methoxyphenyl)imidazo[1,2-a]pyrazin-8-yl]amino]-2-methylphenyl]methanone C1NCC12CN(CC2)C(=O)C2=C(C=C(C=C2)NC=2C=1N(C=CN2)C(=CN1)C1=CC(=C(C=C1)OC)F)C